FC1=C(C=C(C=C1)NC(=O)[C@H]1[C@H]/2CC[C@@H]([C@H]1NC(C1=C(C=CC(=C1)CCCNC([C@@H](C)O)=O)OC)=O)\C2=C/C(F)(F)F)C(F)(F)F (1R,2S,3R,4R,Z)-N-(4-fluoro-3-(trifluoromethyl)phenyl)-3-(5-(3-((R)-2-hydroxypropanamido)propyl)-2-methoxybenzamido)-7-(2,2,2-trifluoroethylidene)bicyclo[2.2.1]heptane-2-carboxamide